2-(4-bromo-2-methoxy-phenyl)-ethanol BrC1=CC(=C(C=C1)CCO)OC